7-bromo-N4-((1-methylcyclopropyl)methyl)quinazoline-2,4-diamine BrC1=CC=C2C(=NC(=NC2=C1)N)NCC1(CC1)C